10-Undecen-1-yl acetate C(C)(=O)OCCCCCCCCCC=C